benzyl 7-[[(2R)-2-(2-phenylethyl)-4-(trifluoromethylsulfonyl)-3,5-dihydro-2H-1,4-benzodiazepin-1-yl] methyl]-3,4-dihydro-2H-1,6-naphthyridine-1-carboxylate C1(=CC=CC=C1)CC[C@H]1N(C2=C(CN(C1)S(=O)(=O)C(F)(F)F)C=CC=C2)CC2=NC=C1CCCN(C1=C2)C(=O)OCC2=CC=CC=C2